1,3-diallyl-imidazolium C(C=C)N1C=[N+](C=C1)CC=C